O[C@@H]1[C@@H](CC12CCN(CC2)S(=O)(=O)C2=CC=C(C=C2)N(C(C)=O)C)[C@@H]2N1C(C3=CC=CC=C23)=CN=C1 N-(4-(((1R,2S)-1-hydroxy-2-((S)-5H-imidazo[5,1-a]isoindol-5-yl)-7-azaspiro[3.5]nonan-7-yl)sulfonyl)phenyl)-N-methylacetamide